CN1CCN2N=CC(NC3=NC=C4C=C(C(N(CC1)C4=N3)=O)N3CCNC4=C(C=CC=C34)C)=C2 9-methyl-14-(5-methyl-3,4-dihydro-2H-quinoxalin-1-yl)-2,5,6,9,12,18,19-heptazatetracyclo[10.6.2.13,6.016,20]henicosa-1(18),3(21),4,14,16,19-hexaen-13-one